C1(CCC1)C(C(=O)OCC(COC(C(CCCCCCCC)C1CCC1)=O)N1CCC2(CC1)CCN(CC2)CCCCO[Si](C)(C)C(C)(C)C)CCCCCCCC 2-(9-(4-((tert-butyldimethylsilyl)oxy)butyl)-3,9-diazaspiro[5.5]undecan-3-yl)propane-1,3-diyl bis(2-cyclobutyldecanoate)